6-(4-isopropyl-3-(5-(1-((1-methyl-1H-1,2,4-triazol-3-yl)methyl)piperidin-4-yl)pyridin-2-yl)-1H-pyrazol-5-yl)-8-methoxy-[1,2,4]triazolo[1,5-a]pyridine C(C)(C)C=1C(=NNC1C=1C=C(C=2N(C1)N=CN2)OC)C2=NC=C(C=C2)C2CCN(CC2)CC2=NN(C=N2)C